ClC1=C(C#N)C=C(C=C1)N1C(OCC[C@H]1C1=NC2=C(N1[C@@H]1CC[C@H](CC1)OC([2H])([2H])[2H])C=CC(=C2)C=2C(=NOC2C)C)=O 2-chloro-5-((S)-4-(5-(3,5-dimethylisoxazol-4-yl)-1-((trans)-4-(methoxy-d3)cyclohexyl)-1H-benzo[d]imidazol-2-yl)-2-oxo-1,3-oxazinane-3-yl)benzonitrile